anti-2-nonenal C(C=CCCCCCC)=O